4-(benzyloxycarbonylamino)-bicyclo[2.2.1]Heptane-1-carboxylic acid C(C1=CC=CC=C1)OC(=O)NC12CCC(CC1)(C2)C(=O)O